N-phenyl-N-(4-(4,4,5,5-tetramethyl-1,3,2-dioxaborolan-2-yl)phenyl)dibenzo[B,d]thiophen-2-amine C1(=CC=CC=C1)N(C1=CC2=C(SC3=C2C=CC=C3)C=C1)C1=CC=C(C=C1)B1OC(C(O1)(C)C)(C)C